6-(4-Fluoro-benzoyl)-2-methyl-pyrimidin FC1=CC=C(C(=O)C2=CC=NC(=N2)C)C=C1